C(C)S(=O)(=O)NC1=C(C=C(C=C1)C1=NNC(=C1C(=O)N)NC1=NC=CC=C1)OCC1=NC=C(C=C1)F 3-{4-ethanesulfonamido-3-[(5-fluoropyridin-2-yl)methoxy]phenyl}-5-[(pyridin-2-yl)amino]-1H-pyrazole-4-carboxamide